(6-Chloro-2-methoxypyridin-3-yl)(2,5-difluorophenyl)methanol ClC1=CC=C(C(=N1)OC)C(O)C1=C(C=CC(=C1)F)F